C1=C(C=C(C(=C1O)[O-])O)C2=C(C(=O)C3=C(C=C(C=C3O2)O)O)O[C@H]4[C@@H]([C@H]([C@@H]([C@H](O4)CO)O)O)O[C@H]5[C@@H]([C@H]([C@@H]([C@H](O5)CO)O)O)O The molecule is a flavonoid oxoanion resulting from the deprotonation of the hydroxy group at position 7 of the flavonoid moiety of myricetin 3-O-beta-D-glucosyl-(1->2)-beta-D-glucoside. The major species at pH 7.3. Identified in PMID 29667287 Fig. S17, peak 8. It derives from a myricetin 3-O-beta-D-glucopyranoside(1-). It is a conjugate base of a myricetin 3-O-beta-D-glucosyl-(1->2)-beta-D-glucoside.